ClC1=CC(=C(N=N1)OC)C1=CC(=NC=C1C(=O)NC=1SC2=C(N1)CNC2)C 4-(6-chloro-3-methoxypyridazin-4-yl)-N-(5,6-dihydro-4H-pyrrolo[3,4-d]thiazol-2-yl)-6-methylnicotinamide